4,4-difluorocyclohexyl ((S)-4-methyl-1-oxo-1-(((S)-3-oxo-1-((S)-2-oxopyrrolidin-3-yl)-4-(2,3,5,6-tetrafluorophenoxy)butan-2-yl)amino)pentan-2-yl)carbamate CC(C[C@@H](C(N[C@@H](C[C@H]1C(NCC1)=O)C(COC1=C(C(=CC(=C1F)F)F)F)=O)=O)NC(OC1CCC(CC1)(F)F)=O)C